3-(amino-carbonyl)-pyrazol NC(=O)C1=NNC=C1